6-(5-oxo-4,5-dihydro-1,2,4-oxadiazol-3-yl)-3λ6-thiabicyclo[3.1.0]hexane-3,3-dione O=C1NC(=NO1)C1C2CS(CC12)(=O)=O